2-(5-Fluoro-6-(4-fluorophenyl)-4-(2-hydroxypropan-2-yl)pyridin-2-yl)-2-(nitromethyl)tetrahydrofuran-3-ol FC=1C(=CC(=NC1C1=CC=C(C=C1)F)C1(OCCC1O)C[N+](=O)[O-])C(C)(C)O